(S)-3-(1-Oxo-5-(((S)-1-((2-((R)-tetrahydrofuran-3-yl)quinazolin-6-yl)methyl)pyrrolidin-3-yl)oxy)isoindolin-2-yl)piperidine-2,6-dione O=C1N(CC2=CC(=CC=C12)O[C@@H]1CN(CC1)CC=1C=C2C=NC(=NC2=CC1)[C@@H]1COCC1)[C@@H]1C(NC(CC1)=O)=O